C(C1=CC=CC=C1)(=O)NCC1=CC=2N(C=C1)N=CC2C(=O)NCCCN2C(CCC2)=O 5-(benzamidomethyl)-N-(3-(2-oxopyrrolidin-1-yl)propyl)pyrazolo[1,5-a]pyridine-3-carboxamide